(3S)-1-(4-(7-Cyclopropyl-5-[(1R)-1-methyl-1,2,3,4-tetrahydroisoquinoline-2-carbonyl]-pyrazolo[1,5-a]pyrimidin-2-yl)-3-fluorophenyl)pyrrolidin-3-yl N-methylcarbamate CNC(O[C@@H]1CN(CC1)C1=CC(=C(C=C1)C1=NN2C(N=C(C=C2C2CC2)C(=O)N2[C@@H](C3=CC=CC=C3CC2)C)=C1)F)=O